copper thiocyanate [Cu](SC#N)SC#N